(E)-1-[4-[4-(6-Hydroxyhexoxy)benzoyl]phenyl]-3-phenylprop-2-en-1-one OCCCCCCOC1=CC=C(C(=O)C2=CC=C(C=C2)C(\C=C\C2=CC=CC=C2)=O)C=C1